4,5,6,7-tetrahydro-1H-indene C1C=CC=2CCCCC12